3-((2S)-3-(8-(3-chlorophenylsulfonyl)-1-oxa-8-azaspiro[4.5]decan-3-ylamino)-2-hydroxypropoxy)-N-(3-(dimethylamino)propyl)benzenesulfonamide ClC=1C=C(C=CC1)S(=O)(=O)N1CCC2(CC(CO2)NC[C@@H](COC=2C=C(C=CC2)S(=O)(=O)NCCCN(C)C)O)CC1